N-[3-[2-(difluoromethoxy)-5-methylsulfanyl-phenyl]-1-[2-oxo-2-(4-tetrahydrofuran-3-ylpiperazin-1-yl)ethyl]pyrazol-4-yl]pyrazolo[1,5-a]pyrimidine-3-carboxamide FC(OC1=C(C=C(C=C1)SC)C1=NN(C=C1NC(=O)C=1C=NN2C1N=CC=C2)CC(N2CCN(CC2)C2COCC2)=O)F